2-(3-{3-[(cyclobutylamino)methyl]pyrrolidin-1-yl}-1,2,4-triazin-6-yl)-5-(1-methyl-1H-pyrazol-4-yl)phenol C1(CCC1)NCC1CN(CC1)C=1N=NC(=CN1)C1=C(C=C(C=C1)C=1C=NN(C1)C)O